trans-8-methyl-N-vanillyl-6-nonenamide CC(/C=C/CCCCC(=O)NCC1=CC(OC)=C(O)C=C1)C